rac-N-methyl-N-(3-oxo-4-(trifluoromethyl)-3,5,6,7-tetrahydro-2H-cyclopenta[c]pyridazin-7-yl)-3-(1-(5-(trifluoromethyl)pyrimidin-2-yl)piperidin-4-yl)propanamide CN(C(CCC1CCN(CC1)C1=NC=C(C=N1)C(F)(F)F)=O)[C@@H]1CCC=2C1=NNC(C2C(F)(F)F)=O |r|